C(CCC(=O)OCC(CCCC)(C)C)(=O)OCC(CCCC)(C)C di(2,2-dimethylhexyl) succinate